BrC1=CC(=C(C=C1)SCC1CCN(CC1)C(C)=O)C(F)(F)F 1-(4-(((4-bromo-2-(trifluoromethyl)phenyl)thio)methyl)piperidin-1-yl)ethan-1-one